2,4-dimethoxy-N,N-dimethyl-6-propylbenzenesulfonamide COC1=C(C(=CC(=C1)OC)CCC)S(=O)(=O)N(C)C